Propanoyl-Coenzyme A C(CC)(=O)SCCNC(CCNC([C@@H](C(COP(OP(OC[C@@H]1[C@H]([C@H]([C@@H](O1)N1C=NC=2C(N)=NC=NC12)O)OP(=O)(O)O)(=O)O)(=O)O)(C)C)O)=O)=O